ClC=1C=C(C=CC1F)NC(=O)C=1N(C(=C2C1CCC2)C(F)(F)F)C N-(3-chloro-4-fluorophenyl)-2-methyl-3-(trifluoromethyl)-2,4,5,6-tetrahydrocyclopenta[c]pyrrole-1-carboxamide